FC1(CCC(CC1)COCSC)F ((4,4-difluorocyclohexyl)methoxy)(methylsulfanyl)methane